FC1=CC(=CC2=CNN=C12)C=1C=C(C=2N(N1)C=C(N2)C)C 6-(7-fluoro-2H-indazol-5-yl)-2,8-dimethyl-imidazo[1,2-b]pyridazine